C(CCC(=O)OCCOC(C(=C)C)=O)(=O)OCCOC(C(=C)C)=O Bis[2-(methacryloyloxy) ethyl] succinate